C1(CC1)CC(=O)NC1=CSC(=C1)C1=NC(=CN=C1)C1=CC(=C(C=C1)CN1CCOCC1)OC 2-cyclopropyl-N-(5-(6-(3-methoxy-4-(morpholinomethyl)phenyl)pyrazin-2-yl)thiophen-3-yl)acetamide